BrC=1C=C(C(=NC1)N)O[C@H](C)C1=NN(C=C1)C 5-bromo-3-[(1R)-1-(1-methyl-1H-pyrazol-3-yl)ethoxy]pyridin-2-amine